N-(2-chloro-3-((3,5-dimethyl-4-oxo-3,4-dihydroquinazolin-6-yl)oxy)phenyl)-3-fluoropropane-1-sulfonamide ClC1=C(C=CC=C1OC=1C(=C2C(N(C=NC2=CC1)C)=O)C)NS(=O)(=O)CCCF